3-[Bis(4-methoxyphenyl)phenylmethoxy]-1-propanol COC1=CC=C(C=C1)C(OCCCO)(C1=CC=CC=C1)C1=CC=C(C=C1)OC